Cl.CC(CC1=C2C(=NN(C2=CC=C1C1=C(C=CC(=C1)C#N)Cl)C(=O)O)NC(=O)[C@H]1CNCCC1)(C)C 2,2-dimethylpropyl-5-(2-chloro-5-cyanophenyl)-3-{[(3R)-piperidin-3-ylcarbonyl]amino}-1H-indazole-1-carboxylic acid hydrochloride